1-(4-methoxybenzyl)-3-(4-((2-(pyridin-4-yl)pyrrolidin-1-yl)methyl)phenyl)urea COC1=CC=C(CNC(=O)NC2=CC=C(C=C2)CN2C(CCC2)C2=CC=NC=C2)C=C1